C(CCCCCCCNC([O-])=O)NC([O-])=O octane-1,8-diyldicarbamate